OCC(C)(C)OC1=NC(=CC(=C1)C=1C=C(C=CC1C)NC(=O)N1C[C@H](CC1)OC(F)(F)F)N1CCOCC1 (3S)-N-(3-[2-[(1-hydroxy-2-methylpropan-2-yl)oxy]-6-(morpholin-4-yl)pyridin-4-yl]-4-methylphenyl)-3-(trifluoromethoxy)pyrrolidine-1-carboxamide